FC(C1C(C(S(=O)(=O)OC1CC)CC)CC)(F)F 3-(trifluoromethyl)-1,2,4-tris(ethyl)-butanesultone